methyl N-(4-{[(1S)-1-[4-({2-chloro-7-[(1S)-1-methoxyethyl]-[1,2,4]triazolo[1,5-a]pyrimidin-6-yl}amino)phenyl]-2,2,2-trifluoroethyl](methyl)carbamoyl}cyclohexyl)carbamate ClC1=NN2C(N=CC(=C2[C@H](C)OC)NC2=CC=C(C=C2)[C@@H](C(F)(F)F)N(C(=O)C2CCC(CC2)NC(OC)=O)C)=N1